C(#N)C1=CC=C(C=2CN(C(C12)=O)C1C(NC(CC1)=O)=O)C(=O)N 7-cyano-2-(2,6-dioxopiperidin-3-yl)-1-oxoisoindoline-4-carboxamide